C1(=CC=CC2=CC=CC=C12)C(=O)NN Naphthalenehydrazide